4-bromo-2,5-diethoxybenzene BrC1=CC(=CC=C1OCC)OCC